4,6-dichloropyridazine-3-carboxylic acid ethyl ester C(C)OC(=O)C=1N=NC(=CC1Cl)Cl